ClC=1C(=C(C=CC1)NC(=O)NCC=1C=C2CN(C(C2=CC1)=O)C1C(NC(CC1)=O)=O)OC 1-(3-chloro-2-methoxyphenyl)-3-((2-(2,6-dioxopiperidin-3-yl)-1-oxoisoindolin-5-yl)methyl)urea